FC(C=1C=C(C=C(C1)C(F)(F)F)C1=NNC=N1)(F)F 3-(3,5-Bis(trifluoromethyl)phenyl)-1H-1,2,4-triazole